(R)-(3-Aminopyrrolidin-1-yl)(6-chloro-5,7-difluoro-1H-indol-2-yl)methanone N[C@H]1CN(CC1)C(=O)C=1NC2=C(C(=C(C=C2C1)F)Cl)F